C(#N)N1C[C@@H](C[C@H]1CF)NC(=O)C=1OC=CN1 N-((3R,5S)-1-cyano-5-(fluoromethyl)pyrrolidin-3-yl)oxazole-2-carboxamide